CNS(=O)(=O)C1=CC(=C(C=C1)NC1CCC(CC1)C(F)(F)F)C=C N-methyl-4-[[4-(trifluoromethyl)cyclohexyl]amino]-3-vinyl-benzenesulfonamide